(3S)-3-(5-{[(3S,4S)-4-(methoxymethyl)-1-{[6-(oxan-4-yl)-1,5-naphthyridin-2-yl]methyl}pyrrolidin-3-yl]oxy}-1-oxo-2,3-dihydro-1H-isoindol-2-yl)piperidine-2,6-dione COC[C@H]1[C@@H](CN(C1)CC1=NC2=CC=C(N=C2C=C1)C1CCOCC1)OC=1C=C2CN(C(C2=CC1)=O)[C@@H]1C(NC(CC1)=O)=O